(R)-dimethyl 5-(1-benzyl-1H-naphtho[1,8-de][1,3,2]diazaborinin-2(3H)-yl)-4,7-dimethyl-6-(4-(tosyloxy)butyl)-1,3-dihydro-2H-indene-2,2-dicarboxylate C(C1=CC=CC=C1)N1B(NC2=C3C1=CC=CC3=CC=C2)C=2C(=C3CC(CC3=C(C2CCCCOS(=O)(=O)C2=CC=C(C)C=C2)C)(C(=O)OC)C(=O)OC)C